6-Chloro-8-(4,4-difluoropiperidin-1-yl)-3-methoxypyrido[3,4-c]pyridazine ClC1=CC2=C(N=NC(=C2)OC)C(=N1)N1CCC(CC1)(F)F